COC1CCC(CC1)CN1CCC(CC1)CC1=CC=2N(C=C1)N=CC2N2C(NC(CC2)=O)=O 1-(5-((1-(((1r,4r)-4-methoxycyclohexyl)methyl)piperidin-4-yl)methyl)pyrazolo[1,5-a]pyridin-3-yl)dihydropyrimidine-2,4(1H,3H)-dione